COC=1C=CC2=C(C(OC3=C2C=CC(=C3)OCCCCCN(C)C)=O)C1 8-methoxy-3-((5-(dimethylamino)pentyl)oxy)-6H-benzo[c]benzopyran-6-one